ClC1=NC=C(C2=CC=C(C=C12)O)C1=C(C=CC=C1C)C 1-chloro-4-(2,6-dimethylphenyl)isoquinolin-7-ol